5-(3-cyanoazetidine-1-carbonyl)-3-cyclopropyl-8-fluoro-N-[6-(4-isopropyl-4H-1,2,4-triazol-3-yl)pyridin-2-yl]-5,6-dihydro-4H-benzo[f]imidazo[1,5-a][1,4]diazepine-9-carboxamide C(#N)C1CN(C1)C(=O)N1CC=2N(C3=C(C1)C=C(C(=C3)C(=O)NC3=NC(=CC=C3)C3=NN=CN3C(C)C)F)C=NC2C2CC2